(3-(difluoromethoxy)-3-methylbutyl)benzene FC(OC(CCC1=CC=CC=C1)(C)C)F